C(C)(C)(C)C(C(C(=O)O)(O)C(C)(C)C)C1=CC=CC=C1 bis-tert-butylhydroxyhydrocinnamic acid